FC1=CC=C(OC[C@@H]2N(C3CC([C@H]2C)C3)C(=O)C3=NC(=CC=C3N3N=CC=N3)C)C=C1 (3R,4R)-3-[(4-Fluorophenoxy)methyl]-4-methyl-2-[6-methyl-3-(2H-1,2,3-triazol-2-yl)pyridin-2-carbonyl]-2-azabicyclo[3.1.1]heptan